Cl[Pt](C1=NC=CC=C1)(C1=NC=CC=C1)Cl cis-dichlorobis(pyridinyl)platinum